BrC1=CC(=CC2=C1NC=N2)S(=O)(=O)NC(C)(C)C 7-bromo-N-tert-butyl-1H-benzimidazole-5-sulfonamide